C1(CCC1)CC=1N=CC2=C(N1)NC=C2C2=NC=1N(C=C2)N=CC1 2-(cyclobutylmethyl)-5-(pyrazolo[1,5-a]pyrimidin-5-yl)-7H-pyrrolo[2,3-d]pyrimidine